(R)-1-(((3-butyl-3-ethyl-5-(4-fluorophenyl)-7-(methylsulfanyl)-1,1-dioxo-2,3,4,5-tetrahydro-1,5-benzothiazepin-8-yl)oxy)methyl)cyclopropane-1-carboxylic acid C(CCC)[C@]1(CS(C2=C(N(C1)C1=CC=C(C=C1)F)C=C(C(=C2)OCC2(CC2)C(=O)O)SC)(=O)=O)CC